1,4-dihydro-2H-benzo[d][1,3]oxazin-5-yl acetate C(C)(=O)OC1=CC=CC=2NCOCC21